1-(4-(2-(4-(2-aminopyridin-4-yl)phenyl)propan-2-yl)phenyl)-5-methyl-1H-pyrazole-3-carboxamide NC1=NC=CC(=C1)C1=CC=C(C=C1)C(C)(C)C1=CC=C(C=C1)N1N=C(C=C1C)C(=O)N